COC1(CCN(CC1)C(=O)C1(CCC1)CNC(=O)C1=CC2=C(S1)CCCCCC2)C N-{[1-(4-Methoxy-4-methylpiperidine-1-carbonyl)cyclobutyl]methyl}-4H,5H,6H,7H,8H,9H-cycloocta[b]thiophene-2-carboxamide